F[C@H]1[C@@H]2C=C[C@H](C[C@H]1C(=C)C=1N=NC(=CN1)C1=C(C=C(C=C1)C1=CC(=NC=C1)OC)O)N2 2-(3-(1-((1S,2R,3S,5S)-2-fluoro-8-azabicyclo[3.2.1]oct-6-en-3-yl)vinyl)-1,2,4-triazin-6-yl)-5-(2-methoxypyridin-4-yl)phenol